butyl-phenylpropanic acid C(CCC)C(C(=O)O)(C)C1=CC=CC=C1